FC1=C(OC2=CC3=C(N=C(N=C3)NC3CCN(CC3)S(=O)(=O)C)N(C2=O)C2=CC=C(C=C2)F)C=CC=C1 6-(2-fluorophenoxy)-8-(4-fluorophenyl)-2-{[1-(methylsulfonyl)piperidin-4-yl]amino}pyrido[2,3-d]pyrimidin-7(8H)-one